C(C)(C)C=1C(=CC(=NC1)NC=1SC=C(N1)C1=NC=CC=C1)C(F)(F)F N-(5-isopropyl-4-(trifluoro-methyl)pyridin-2-yl)-4-(pyridin-2-yl)thiazol-2-amine